C(C1=CC=CC=C1)OC1C(C(C1)C1N2C(C3=CC=CC=C13)=CN=C2)O 2-(benzyloxy)-4-[5H-imidazo[4,3-a]isoindol-5-yl]cyclobutan-1-ol